2-amino-3-(1-methyl-1H-imidazol-2-yl)-N-((R)-4-phenyl-1-((3aS,4S,6S,7aR)-3a,5,5-trimethylhexahydro-4,6-methanobenzo[d][1,3,2]dioxaborol-2-yl)butyl)propenamide hydrochloride Cl.NC(C(=O)N[C@@H](CCCC1=CC=CC=C1)B1O[C@@]2([C@H](O1)C[C@H]1C([C@@H]2C1)(C)C)C)=CC=1N(C=CN1)C